NC=1N(C(C2=CC=CC=C2C1)=O)C amino-2-methylisoquinolin-1(2H)-one